BrC=1C(=NC(NC1)=O)NC1O[C@@]([C@H](C1)O)(CO)C#C 5-bromo-4-(((4S,5R)-5-ethynyl-4-hydroxy-5-(hydroxymethyl)tetrahydrofuran-2-yl)amino)pyrimidin-2(1H)-one